4-(4-fluorophenyl)-4-oxobutanal FC1=CC=C(C=C1)C(CCC=O)=O